(S)-4'-(8-(1-hydroxyethyl)-1,4-dioxo-7-azaspiro[4.4]nonane-7-carbonyl)-2-methyl-[1,1'-biphenyl]-3-carbonitrile OC(C)[C@H]1N(CC2(C(CCC2=O)=O)C1)C(=O)C1=CC=C(C=C1)C1=C(C(=CC=C1)C#N)C